3-(4-(3-(1H-Pyrazol-3-yl)pyrrolidin-1-yl)pyrimidin-2-yl)-6-(difluoromethyl)imidazo[1,2-a]pyrazine N1N=C(C=C1)C1CN(CC1)C1=NC(=NC=C1)C1=CN=C2N1C=C(N=C2)C(F)F